ClCC(=O)N1CCC(CC1)(C1=CC=C(C=C1)C(F)(F)F)O 2-chloro-1-(4-hydroxy-4-(4-(trifluoromethyl)phenyl)piperidin-1-yl)ethanone